lithium nickel oxide oxygen [O].[Ni]=O.[Li]